1-Hexyl-4-butylpiperidinium methansulfonat CS(=O)(=O)[O-].C(CCCCC)[NH+]1CCC(CC1)CCCC